N-(6-(4-(1-naphthoyl)piperazin-1-yl)-5-(2-(3-chlorophenyl)acetamido)-6-oxohexyl)acrylamide C1(=CC=CC2=CC=CC=C12)C(=O)N1CCN(CC1)C(C(CCCCNC(C=C)=O)NC(CC1=CC(=CC=C1)Cl)=O)=O